3-chloro-N,N-dimethyl-5,6,7,8-tetrahydro-4H-pyrazolo[1,5-a][1,4]diazepine-2-carboxamide hydrochloride Cl.ClC=1C(=NN2C1CNCCC2)C(=O)N(C)C